OC1=C(C=C(C=O)C=C1)OC(F)(F)F 4-Hydroxy-3-(trifluoromethoxy)-benzaldehyde